OC1=CC2=C(C(CC(O2)C2=CC=C(C=C2)O[C@@H]2O[C@H](C[C@@H](C2(O)O)O)CO)=O)C=C1 7-hydroxy-2-(4-{[(2S,3R,4S,3S,6R)-3,4,3-trihydroxy-6-(hydroxymethyl)oxacyclohexan-2-yl]oxy}phenyl)-3,4-dihydro-2H-1-benzopyran-4-one